C(#N)C1=CC(=C(C=C1)[C@H]1C(=C(NC=2C(=CNC(C12)=O)C)C)C(=O)OCC1=CC=C(C=C1)C)OC (R)-4-methylbenzyl 4-(4-cyano-2-methoxyphenyl)-2,8-dimethyl-5-oxo-1,4,5,6-tetrahydro-1,6-naphthyridine-3-carboxylate